C1C(CC12CCNCC2)NC(OCC2=CC=CC=C2)=O benzyl (7-azaspiro[3.5]nonan-2-yl)carbamate